OC1=C(C=C(C=C1C(C)(C)C)C(C)(C)C)N1N=C2C(=N1)C=CC=C2 2-(2-hydroxy-3,5-di-tert-butylphenyl)benzotriazole